ClC1=C(NC2=NC=CC=C2C2=CC(=NC=N2)NC2=C(C=C(C=C2)OC2COC2)NCC=C)C(=C(C=C1OC)OC)Cl N-[2-[[6-[2-(2,6-dichloro-3,5-dimethoxy-anilino)-3-pyridinyl]pyrimidin-4-yl]amino]-5-(oxetan-3-yloxy)phenyl]prop-2-enamine